CC1=C(C=NC=C1)C=1C=C/2C(=CN1)NC(\C2=C(\C)/NC2=NN(C=C2)CC(=O)N2CCOCC2)=O (Z)-5-(4-Methylpyridin-3-yl)-3-(1-((1-(2-morpholino-2-oxoethyl)-1H-pyrazol-3-yl)amino)ethylidene)-1H-pyrrolo[2,3-c]pyridin-2(3H)-one